S1C(=NC2=NC=CC=C21)N2CC1(C(NC(N1)=O)=O)CC2 7-(thiazolo[4,5-b]pyridin-2-yl)-1,3,7-triazaspiro[4.4]nonane-2,4-dione